2-((1H-pyrazolo[3,4-b]pyridin-4-yl)methoxy)-5-methoxybenzaldehyde N1N=CC=2C1=NC=CC2COC2=C(C=O)C=C(C=C2)OC